C1NCC[C@@]12CNCCC2 (R)-2,7-Diaza-spiro[4.5]decan